3-(5-(difluoromethyl)-1,3,4-thiadiazol-2-yl)-8-((3S,5S)-3,5-dimethylpiperazin-1-yl)-N-(1-methylcyclopropyl)imidazo[1,2-a]pyridine-6-sulfonamide formate C(=O)O.FC(C1=NN=C(S1)C1=CN=C2N1C=C(C=C2N2C[C@@H](N[C@H](C2)C)C)S(=O)(=O)NC2(CC2)C)F